C(N)(OCC(OCCOCCOCCOC1=CC=C(C=C1)N=[N+]=[N-])C(C)(C)C)=O tert-butyl(2-(2-(2-(2-(4-azidophenoxy) ethoxy) ethoxy) ethoxy) ethyl) carbamate